1-((5-(3,3-Difluoroazetidin-1-yl)-6-methylpyrazin-2-yl)methyl)-1H-pyrazol-4-amine FC1(CN(C1)C=1N=CC(=NC1C)CN1N=CC(=C1)N)F